5-(1,1,1-trifluoro-2-methylpropan-2-yl)isoxazol-3-amine FC(C(C)(C)C1=CC(=NO1)N)(F)F